N-((1H-imidazol-5-yl)methyl)-1-(5-methoxypyridin-3-yl)methylamine N1C=NC=C1CNCC=1C=NC=C(C1)OC